OC1CN(CCC1)C=1SC=2C(=NC(=CC2)N2CCC(CC2)O)N1 2-(3-hydroxypiperidin-1-yl)-5-(4-hydroxypiperidin-1-yl)thiazolo[4,5-b]pyridin